C1(=CC=CC=C1)C(C(=O)O)(C(F)(F)F)C1=CC=CC=C1 (-)-phenyl-trifluoro-2-phenyl-propionic acid